C(C(=C)C)(=O)OC1=NC(=NO1)C1=CC=C(C=C1)OC1=NC=CC=C1 (3-(4-(pyridin-2-yloxy) phenyl)-1,2,4-oxadiazol-5-yl) methacrylate